phenoxyl-3,4,5-trihydroxyoxane-2-carboxylic acid O(C1=CC=CC=C1)C1(OCC(C(C1O)O)O)C(=O)O